N1CC[C@@H](CCC1)CNC1=NN(C(=C1)C1=CC(=C(C#N)C=C1)F)C1=CC=C(C=C1)OC (R)-4-(3-((azepan-4-ylmethyl)amino)-1-(4-methoxyphenyl)-1H-pyrazol-5-yl)-2-fluorobenzonitrile